1-(1-(2-aminoethyl)-5-(3-methyl-1,2,4-thiadiazol-5-yl)-1H-pyrrol-2-yl)ethan-1-one NCCN1C(=CC=C1C1=NC(=NS1)C)C(C)=O